NC1=NC=CC=C1C1=NC=2C(=NC(=CC2)C2=CC=CC=C2)N1C1=CC=C(CN2CCC(CC2)NC(=O)C2=CC(=CC=3N=C(SC32)C#N)F)C=C1 N-(1-(4-(2-(2-aminopyridin-3-yl)-5-phenyl-3H-imidazo[4,5-b]pyridin-3-yl)benzyl)piperidin-4-yl)-2-cyano-5-fluorobenzo[d]thiazole-7-carboxamide